1-[4-[7-(difluoromethyl)-6-(1-methylpyrazol-4-yl)-3,4-dihydro-2H-quinolin-1-yl]-6-(4-piperidinyl)isoindolin-2-yl]ethanone FC(C1=C(C=C2CCCN(C2=C1)C1=C2CN(CC2=CC(=C1)C1CCNCC1)C(C)=O)C=1C=NN(C1)C)F